C(CCCCCCC\C=C/CCCC)(=O)OCCCCCCCCCCCC(CC)C myristoleic acid, 12-methylmyristyl ester